Oxo-eicosatetraenoic acid CCCCCCCCCCC(=O)C=CC=CC=CC=CC(=O)O